O[C@H]1[C@H](O[C@@]2([C@@H](CCO2)C2=C(C3=C(S2)C=CC=C3)C(=O)N)[C@@H]([C@H]1N1N=NC(=C1)C1=CC(=C(C(=C1)F)F)F)O)CO ((4r,5s,7r,8r,9s,10r)-8,10-dihydroxy-7-(hydroxymethyl)-9-(4-(3,4,5-trifluorophenyl)-1H-1,2,3-triazol-1-yl)-1,6-dioxaspiro[4.5]dec-4-yl)benzo[b]thiophene-3-carboxamide